BrCC1=NC=C(C=C1C(=O)OCC)C1CC1 ethyl 2-(bromomethyl)-5-cyclopropyl-pyridine-3-carboxylate